methyl 4-methylsulfinylbenzoate CS(=O)C1=CC=C(C(=O)OC)C=C1